(2,6-dimethoxyphenyl)methylium tetrafluoroborate F[B-](F)(F)F.COC1=C(C(=CC=C1)OC)[CH2+]